5-chloro-N-((1r,4r)-4-((3-hydroxy-2-oxo-3-phenylindolin-1-yl)methyl)cyclohexyl)-2-methylnicotinamide ClC=1C=NC(=C(C(=O)NC2CCC(CC2)CN2C(C(C3=CC=CC=C23)(C2=CC=CC=C2)O)=O)C1)C